ClC1=C(C#N)C=CC(=N1)C1=CC=C(C=C1)OC 2-chloro-6-(4-methoxyphenyl)nicotinonitrile